C(C)OC(C1=C(C(=CC(=C1F)Cl)[C@H](C)C1=NC(=C2N1C=CN=C2N)C)O)=O.FC2=C(NC=1SC3=C(N1)C=CC=C3)C=CC(=C2)C 2-fluoro-4-methylanilinobenzothiazole ethyl-(S)-3-(1-(8-amino-1-methylimidazo[1,5-a]pyrazin-3-yl)ethyl)-5-chloro-6-fluoro-2-hydroxybenzoate